tert-butyl 5-(7-chloro-2-(3-(dimethylamino)-3-oxopropyl)-4-(3-(dimethylamino)azetidin-1-yl)-6-fluoro-9-vinyl-1H-imidazo[4,5-c]quinolin-1-yl)-2-azabicyclo[2.1.1]hexane-2-carboxylate ClC=1C=C(C=2C3=C(C(=NC2C1F)N1CC(C1)N(C)C)N=C(N3C3C1CN(C3C1)C(=O)OC(C)(C)C)CCC(=O)N(C)C)C=C